N-[(1S)-1-[[5-(2-tert-butyl-4-pyridyl)-2-chloro-phenyl]methyl]-2-[4-(4-methyl-1,2,4-triazol-3-yl)anilino]-2-oxo-ethyl]-3-methyl-isoxazole-4-carboxamide C(C)(C)(C)C1=NC=CC(=C1)C=1C=CC(=C(C1)C[C@@H](C(=O)NC1=CC=C(C=C1)C1=NN=CN1C)NC(=O)C=1C(=NOC1)C)Cl